5-((3-chloro-1-(2,2-difluoroethyl)-1H-pyrazol-4-yl)methyl)-2-methyl-2H-1,2,3-triazol ClC1=NN(C=C1CC=1C=NN(N1)C)CC(F)F